Methyl (2E)-2-[2-[[(E)-[cyclopropyl-[4-(trifluoromethyl)-2-pyridyl]methylene]amino]-oxymethyl]-3-methyl-phenyl]-2-methoxyimino-acetate C1(CC1)/C(/C1=NC=CC(=C1)C(F)(F)F)=N\OCC1=C(C=CC=C1C)\C(\C(=O)OC)=N/OC